vinyl cyano sulfate S(=O)(=O)(OC=C)OC#N